2-isopropyl-1H-imidazole C(C)(C)C=1NC=CN1